ClC1=CC(=C2C(=C3N(C2=C1Cl)CCCC3NC(C)=O)C=3C=NNC3)OCC#N N-[3,4-Dichloro-1-(cyanomethoxy)-10-(1H-pyrazol-4-yl)-6,7,8,9-tetrahydropyrido[1,2-a]indol-9-yl]acetamide